2-methoxyethyl (((6-hydroxy-5'-methyl-4-pentyl-1',2',3',4'-tetrahydro-[1,1'-biphenyl]-2-yl)oxy)methyl)(methyl)carbamate OC1=CC(=CC(=C1C1CCCC(=C1)C)OCN(C(OCCOC)=O)C)CCCCC